1-(6-Fluoro-4-(4-fluorophenyl)-3,4-dihydroquinoxalin-1(2H)-yl)-2-morpholinopropan-1-one FC=1C=C2N(CCN(C2=CC1)C(C(C)N1CCOCC1)=O)C1=CC=C(C=C1)F